CN(CCOC1=C(C(=C(C(=C1F)F)F)F)F)C N,N-dimethyl-2-(perfluorophenoxy)ethan-1-amine